3-((5-(imidazo[1,2-a]pyridin-6-yl)-7H-pyrrolo[2,3-d]pyrimidin-2-yl)amino)-1-methylcyclobutan-1-ol N=1C=CN2C1C=CC(=C2)C2=CNC=1N=C(N=CC12)NC1CC(C1)(O)C